isohexyl-Diphenylamine C(CCC(C)C)N(C1=CC=CC=C1)C1=CC=CC=C1